anthryl-triphenylphosphine C1(=CC=CC2=CC3=CC=CC=C3C=C12)C1=C(C=CC=C1)P(C1=CC=CC=C1)C1=CC=CC=C1